N[C@H](C(=O)N1C(OC[C@H]1C(=O)N[C@@]1(CN(CCC1)C(=O)OC(C)(C)C)CC1=CC=C(C=C1)Cl)(C)C)C (R)-tert-Butyl 3-((S)-3-((S)-2-aminopropanoyl)-2,2-dimethyloxazolidine-4-carboxamido)-3-(4-chlorobenzyl)piperidine-1-carboxylate